N1=CC=CC2=CC(=CC=C12)CC1=NN=C2N1N=C(C=C2)C=2C=C1C(CCOC1=CC2)=O 6-(3-(quinolin-6-ylmethyl)-[1,2,4]triazolo[4,3-b]pyridazin-6-yl)chroman-4-one